C(CCCC)(=O)O.C(C(CCC)CCC)(=O)O valproic acid valerate